FC1=C(C=CC2=C1N(C(=N2)C2=CC=C(C=C2)S(=O)(=O)C)C)C2CCN(CC2)C2CCN(CC2)CCOC 7-Fluoro-6-(1'-(2-methoxyethyl)-[1,4'-bipiperidin]-4-yl)-1-methyl-2-(4-(methylsulfonyl)phenyl)-1H-benzo[d]imidazol